(S)-4-(6-((4-methoxybenzyl)oxy)-2-(methylthio)pyrimidin-4-yl)-2-methylmorpholine COC1=CC=C(COC2=CC(=NC(=N2)SC)N2C[C@@H](OCC2)C)C=C1